C(C)(C)(C)C=1C=C(C=C(C1O)N1N=C2C(=N1)C=CC(=C2)Cl)CCC(=O)OCC ethyl 3-[3-tert-butyl-5-(5-chlorobenzotriazol-2-yl)-4-hydroxy-phenyl]propanoate